[2-(2,6-dioxo-3-piperidinyl)-4-fluoro-1-oxo-isoindolin-5-yl]piperidine-4-carbaldehyde O=C1NC(CCC1N1C(C2=CC=C(C(=C2C1)F)N1CCC(CC1)C=O)=O)=O